tert-butyl N-[5-fluoro-6-(methanesulfonylmethyl) pyridin-3-yl]carbamate FC=1C=C(C=NC1CS(=O)(=O)C)NC(OC(C)(C)C)=O